FC12CC(C1)(C2)CCCCCCCC=CCCCCCCCCCCCCCCC(=O)O 24-(3-fluoro-bicyclo[1.1.1]pent-1-yl)tetracosa-16-enoic acid